3-(bromomethyl)cyclobutane-1-ol BrCC1CC(C1)O